CC=1C2=C(SC1C(=O)N(C1CCN(CC1)C1=NC=CC=C1)CCC(=O)NC)C=CC(=C2)C2=CC=NN2C 3-Methyl-5-(1-Methyl-1H-pyrazol-5-yl)-N-(3-(methylamino)-3-oxopropyl)-N-(1-(pyridin-2-yl)piperidin-4-yl)benzo[b]thiophene-2-carboxamide